ethyl (2R)-2-(tert-butoxycarbonylamino)butanoate C(C)(C)(C)OC(=O)N[C@@H](C(=O)OCC)CC